O=C1NC(CCC1N1C(C2=CC=CC(=C2C1)NCCOCCS(=O)(=O)O)=O)=O 2-(2-((2-(2,6-dioxopiperidin-3-yl)-1-oxoisoindolin-4-yl)amino)ethoxy)ethane-1-sulfonic acid